C1(=CC=CC=C1)N1N=CC(=C1N)SC1=CC=C(C=C1)C 1-phenyl-4-(p-methylphenylsulfanyl)-1H-pyrazol-5-amine